8-methoxymethoxy-1,3,5-trimethyloctyllithium COCOCCCC(CC(CC(C)[Li])C)C